ClC=1C=CC=C2C=CC=C(C12)N1C(=NC2=C(C1=O)N=C(N=C2N2[C@H](CNC[C@@H]2C)C)OC[C@H]2N(CCC2)C)C(F)(F)F 3-(8-chloronaphthalen-1-yl)-8-((2S,6S)-2,6-dimethylpiperazin-1-yl)-6-(((S)-1-methylpyrrolidin-2-yl)methoxy)-2-(trifluoromethyl)pyrimido[5,4-d]pyrimidin-4(3H)-one